2-chloro-5-((1R,3R)-2,2-dichloro-3-(4-fluoro-3-(trifluoromethyl)phenyl)cyclopropane-1-carboxamido)-N-(2,4-difluoro-3-(3-(methylthio)propionamido)phenyl)benzamide ClC1=C(C(=O)NC2=C(C(=C(C=C2)F)NC(CCSC)=O)F)C=C(C=C1)NC(=O)[C@@H]1C([C@H]1C1=CC(=C(C=C1)F)C(F)(F)F)(Cl)Cl